N-(2-Cyclopropyl-4-methyl-5-oxo-5,6,7,8-tetrahydro-4H-pyrazolo[1,5-a][1,3]diazepin-6-yl)-1-(4-fluorobenzyl)-1H-1,2,4-triazol-3-carboxamid C1(CC1)C1=NN2C(N(C(C(CC2)NC(=O)C2=NN(C=N2)CC2=CC=C(C=C2)F)=O)C)=C1